3-(2-methyl-1H-indol-3-yl)-1-(4-pyridyl)-2-propen-1-one CC=1NC2=CC=CC=C2C1C=CC(=O)C1=CC=NC=C1